C(#N)CN1C(C=2N(CC1)C(=C(C2)C(=O)O)C)=O 2-(cyanomethyl)-6-methyl-1-oxo-3,4-dihydropyrrolo[1,2-a]pyrazine-7-carboxylic acid